C(CCCCCCCCCCCCCCCCCCCCCC)(=O)OCCCCCCCCCCCCCCCC hexadecane-1-yl tricosylate